(2E,4E)-5-(4-(cyclopentyloxy)phenyl)-1-(piperidin-1-yl)penta-2,4-dien-1-one C1(CCCC1)OC1=CC=C(C=C1)/C=C/C=C/C(=O)N1CCCCC1